3-((9H-fluoren-9-yl)methyl) 8-(tert-butyl) (1S,2S,5R)-2-formyl-3,8-diazabicyclo[3.2.1]octane-3,8-dicarboxylate C(=O)[C@@H]1[C@@H]2CC[C@H](CN1C(=O)OCC1C3=CC=CC=C3C=3C=CC=CC13)N2C(=O)OC(C)(C)C